i-Propylether C(C)(C)OC(C)C